3-(6-Amino-5-fluoro-3-pyridyl)-1-sulfamoyl-pyrrole-2-carboxylic acid NC1=C(C=C(C=N1)C1=C(N(C=C1)S(N)(=O)=O)C(=O)O)F